C(N)(=N)N1CCC(=CC1)C1=C(C=C(C(=O)NC2=CC=C(C=C2)CCNC(=N)N)C=C1)F 4-(1-carbamimidoyl-1,2,3,6-tetrahydro-pyridin-4-yl)-3-fluoro-N-[4-(2-guanidino-ethyl)-phenyl]-benzamide